O=C1NC(CCC1N1C(C2=CC=C(C=C2C1=O)N1CC2(CC(C2)N2CCN(CC2)C=2C=C(C=CC2)S(=O)(=O)NC2=NOC3=C2C(=CC(=C3)CN3N=CC=C3)OC)CC1)=O)=O 3-[4-[6-[2-(2,6-Dioxopiperidin-3-yl)-1,3-dioxoisoindol-5-yl]-6-azaspiro[3.4]octan-2-yl]piperazin-1-yl]-N-[4-methoxy-6-(pyrazol-1-ylmethyl)-1,2-benzoxazol-3-yl]benzenesulfonamide